ClCCCC(OC)OC 4-chloro-1,1-dimethoxybutane